C(#N)C1=CC=C(C=C1)C(CNC(C(=O)NC1=NC=C(C=C1)N1CC(N(C(C1)=O)C)C)C1=CC=CC=C1)C 2-((2-(4-cyanophenyl)-propyl)amino)-N-(5-(3,4-dimethyl-5-oxopiperazin-1-yl)pyridin-2-yl)-2-phenylacetamide